COC(C(C1=C(N(C2=CC=C(C=C12)OC)C(C1=CC=C(C=C1)Cl)=O)C)N1C=CC2=C1N=CN=C2C=2C=NN(C2)C2(CN(C2)S(=O)(=O)CC)CC#N)=O Methyl(4-(1-(3-(cyanomethyl)-1-(ethylsulfonyl)azetidin-3-yl)-1H-pyrazol-4-yl)-7H-pyrrolo[2,3-d]pyrimidin-7-yl)2-(1-(4-chlorobenzoyl)-5-methoxy-2-methyl-1H-indol-3-yl)acetate